NC1=NC=2C=C(C(=CC2C2=C1C=NN2C)C(=O)N2N(CC(CC2)C)C2=NC=CC=C2F)C (4-amino-1,7-dimethyl-1H-pyrazolo[4,3-c]quinolin-8-yl)(2-(3-fluoropyridin-2-yl)-4-methyltetrahydropyridazin-1(2H)-yl)methanone